(E)-1-(3-azido-4-bromobut-1-en-1-yl)-4-fluorobenzene N(=[N+]=[N-])C(/C=C/C1=CC=C(C=C1)F)CBr